[Na].N1=CC=C2N1C=CC(=N2)O pyrazolo[1,5-a]pyrimidin-5-ol sodium